N-(2-dimethylamino-ethyl)-4-[3-(3-thienyl)imidazo[1,2-a]pyrazin-6-yl]benzamide CN(CCNC(C1=CC=C(C=C1)C=1N=CC=2N(C1)C(=CN2)C2=CSC=C2)=O)C